(R)-1-(2-(3-fluoro-4-methylphenyl)-2H-pyrazolo[3,4-d]pyrimidin-4-yl)-N-(thieno[2,3-c]pyridin-5-ylmethyl)piperidine-3-carboxamide FC=1C=C(C=CC1C)N1N=C2N=CN=C(C2=C1)N1C[C@@H](CCC1)C(=O)NCC=1C=C2C(=CN1)SC=C2